tert-Butyl 5-((3-(((4-methoxybenzyl)(methyl)amino)methyl)-2-methylbenzofuran-7-yl)oxy)indoline-1-carboxylate COC1=CC=C(CN(C)CC2=C(OC3=C2C=CC=C3OC=3C=C2CCN(C2=CC3)C(=O)OC(C)(C)C)C)C=C1